tert-butyl (1-((2-(2,6-dioxopiperidin-3-yl)-1,3-dioxoisoindolin-4-yl)amino)-3,6,9,12,15,18,21-heptaoxapentacosan-25-yl)carbamate O=C1NC(CCC1N1C(C2=CC=CC(=C2C1=O)NCCOCCOCCOCCOCCOCCOCCOCCCCNC(OC(C)(C)C)=O)=O)=O